tridecafluorooctyl acrylate C(C=C)(=O)OC(C(C(C(C(CCC(F)(F)F)(F)F)(F)F)(F)F)(F)F)(F)F